F[P-](F)(F)(F)(F)F.C[NH+]1P(N(CC1)C)(N1CCCC1)N1N=C(N=C1)[N+](=O)[O-] 1,3-dimethyl-2-(3-nitro-1,2,4-triazol-1-yl)-2-pyrrolidin-1-yl-1,3,2-diazaphospholidinium hexafluorophosphate